benzyl 4-[[3-(ethoxycarbonyl)-1,2-oxazol-5-yl]methyl]piperidine-1-carboxylate C(C)OC(=O)C1=NOC(=C1)CC1CCN(CC1)C(=O)OCC1=CC=CC=C1